3-(5-bromothien-2-yl)-N-(2-methoxy-4-(4-methylpiperazin-1-yl)phenyl)-1H-pyrazol-5-amine BrC1=CC=C(S1)C1=NNC(=C1)NC1=C(C=C(C=C1)N1CCN(CC1)C)OC